tri-tert-butyl ((1S,17R)-1-azido-10-oxo-3,6-dioxa-l-4-thia-9-azaoctadecane-11,17,18-triyl)tricarbamate N(=[N+]=[N-])CCOSCOCCNC([C@H](CCCCC[C@H](CNC(OC(C)(C)C)=O)NC(OC(C)(C)C)=O)NC(OC(C)(C)C)=O)=O